2-(m-tolyl)-2,3-dihydrophthalazine-1,4-dione C1(=CC(=CC=C1)N1C(C2=CC=CC=C2C(N1)=O)=O)C